FC1=C(OC2=C(C(=O)N)C=CC=N2)C=CC(=C1)CC(NC1=NN2C(C=C(C=C2)C(F)(F)F)=N1)=O 2-(2-fluoro-4-(2-oxo-2-((7-(trifluoro-methyl)-[1,2,4]-triazolo[1,5-a]-pyridin-2-yl)amino)-ethyl)phenoxy)-nicotinamide